FC1=C(C#N)C=CC(=C1)C1=NC=C(C=C1)CNC 2-fluoro-4-(5-((methylamino)methyl)pyridin-2-yl)benzonitrile